C[C@]12[C@H]3CC[C@@]4([C@H](CC[C@H]4[C@@H]3CC[C@@H]2C[C@]2(OC2)CC1)C(C)=O)C 1-((3R,5R,8R,9S,10S,13S,14S,17S)-10,13-dimethylhexadecahydrospiro[cyclopenta[a]phenanthrene-3,2'-oxiran]-17-yl)ethan-1-one